FC(CCNCCOC=1C(=C(C(=CC1)F)[C@H]1N([C@@H](CC2=C1NC1=CC=C(C=C21)F)C)C[C@H](C(=O)OC)C)C)F methyl (R)-3-((1R,3R)-1-(3-(2-((3,3-difluoropropyl)amino)ethoxy)-6-fluoro-2-methylphenyl)-6-fluoro-3-methyl-1,3,4,9-tetrahydro-2H-pyrido[3,4-b]indol-2-yl)-2-methylpropanoate